C(C)(=O)OCC\C=C\C=C/CCCCCCCC (E,Z)-3,5-Tetradecadienyl acetate